1-(2-methoxyethoxy)hexadecane COCCOCCCCCCCCCCCCCCCC